FC(C1=NN2C(N=C(C=C2NCC2(CN(C2)C(=O)NC2CCC(CC2)O)C2=CC=C(C=C2)F)C(F)(F)F)=C1)F 3-(((2-(difluoromethyl)-5-(trifluoromethyl)pyrazolo[1,5-a]pyrimidin-7-yl)amino)methyl)-3-(4-fluorophenyl)-N-((1r,4r)-4-hydroxycyclohexyl)azetidine-1-carboxamide